terpyridyl-amine N1=C(C(=CC=C1)N)C1=NC=CC=C1C1=NC=CC=C1